4-(4-(2-(2,6-dimethylpyridin-4-yl)-3-isopropyl-1H-indol-5-yl)piperidine-1-carbonyl)piperidine-1-carboxylic acid tert-butyl ester C(C)(C)(C)OC(=O)N1CCC(CC1)C(=O)N1CCC(CC1)C=1C=C2C(=C(NC2=CC1)C1=CC(=NC(=C1)C)C)C(C)C